2,6-Diazaspiro[3.5]nonane-6-carboxylic acid tert-butyl ester C(C)(C)(C)OC(=O)N1CC2(CNC2)CCC1